C(C1=CC=CC=C1)C1C(NC(C(N1)=O)CCC(=O)OCC1=CC=CC=C1)=O 3-benzyl-6-[2-(benzyloxycarbonyl)ethyl]-2,5-diketopiperazine